BrC=1C=C(C(=NC1)C(=O)NC=1C=C2C(=NNC2=CC1)C1=CC(=NC=C1)OC)C(F)(F)F 5-bromo-N-(3-(2-methoxypyridin-4-yl)-1H-indazol-5-yl)-3-(trifluoromethyl)picolinamide